3,3-dimethyl-3,4-dihydroquinolin-2(1H)-one CC1(C(NC2=CC=CC=C2C1)=O)C